tert-butyl 4-(4-cyano-2-(methoxycarbonyl)-phenyl)-6-nitroisoindoline-2-carboxylate C(#N)C1=CC(=C(C=C1)C1=C2CN(CC2=CC(=C1)[N+](=O)[O-])C(=O)OC(C)(C)C)C(=O)OC